C(C1=CC=CC=C1)(=O)OC1=CC=C(C=C1)CCO 2-(4-benzoyloxyphenyl)ethanol